(1s,4s)-4-(2-(cyclobutylamino)-8-(2,6-dichlorophenylamino)-9H-purin-9-yl)cyclohexanecarboxamide C1(CCC1)NC1=NC=C2N=C(N(C2=N1)C1CCC(CC1)C(=O)N)NC1=C(C=CC=C1Cl)Cl